FC1=C(OC2=NC(=NC(=C2C(C(F)(F)F)(F)F)C2=C(C=CC=C2)C)NS(=O)(=O)C=2C=NN(C2)C)C=C(C=C1)C1CCN(CC1)C N-[4-[2-fluoro-5-(1-methyl-4-piperidyl)phenoxy]-6-(o-tolyl)-5-(1,1,2,2,2-pentafluoroethyl)pyrimidin-2-yl]-1-methyl-pyrazole-4-sulfonamide